1-pyrenedimethanol C=1(C(=CC2=CC=C3C=CC=C4C=CC1C2=C34)CO)CO